BrC1=CC(=C(C=C1)S(=O)(=O)Cl)C 4-bromo-2-methyl-benzenesulfonyl chloride